oxydipropylenebis(trimethoxysilane) O(CC(C)[Si](OC)(OC)OC)CC(C)[Si](OC)(OC)OC